2-fluoro-5-[(5'S,7a'R)-5'-(3-fluorophenyl)-3'-oxotetrahydro-1H,3'H-spiro[piperidine-4,2'-pyrrolo[2,1-b][1,3]-oxazole]-1-carbonyl]-benzonitrile FC1=C(C#N)C=C(C=C1)C(=O)N1CCC2(C(N3[C@H](O2)CC[C@H]3C3=CC(=CC=C3)F)=O)CC1